(S)-1-(tert-butyl)-3-(1-(3-chlorobenzyl)-3-methyl-2-oxo-2,3-dihydro-1H-pyrido[2,3-b][1,4]oxazin-6-yl)urea C(C)(C)(C)NC(=O)NC=1C=CC2=C(O[C@H](C(N2CC2=CC(=CC=C2)Cl)=O)C)N1